Cl.C(C)(=O)O[C@H](C1=CC(=CC(=C1)OC(C)=O)OC(C)=O)CNC(C)(C)C |r| (±)-α-[(tert-butylamino)methyl]-3,5-diacetoxybenzyl alcohol acetate hydrochloride